(S)-2-(1-acryloyl-4-(7-(8-acetenylnaphthalen-1-yl)-8-fluoro-2-((1-(pyrrolidin-1-ylmethyl)cyclopropyl)methoxy)quinazolin-4-yl)piperazin-2-yl)acetonitrile C(C=C)(=O)N1[C@H](CN(CC1)C1=NC(=NC2=C(C(=CC=C12)C1=CC=CC2=CC=CC(=C12)C#C)F)OCC1(CC1)CN1CCCC1)CC#N